FC1=CC=C(C=C1)C1=NC=2C(=NC(=CC2)N2C[C@H]3N(C[C@H]3CC2)C(=O)OC(C)(C)C)N1C1=CC=NC=C1 tert-butyl (1S,6R)-3-[2-(4-fluorophenyl)-3-(4-pyridyl) imidazo[4,5-b]Pyridin-5-yl]-3,8-diazabicyclo[4.2.0]Octane-8-carboxylate